NC=1C(=NC(=CC1Br)F)C1=CC(=C(C=C1)N1C(N(C=C1)C)=O)Cl 1-[4-(3-amino-4-bromo-6-fluoro-pyridin-2-yl)-2-chloro-phenyl]-3-methyl-1,3-dihydro-imidazol-2-one